S1C=NC2=C1C=C(C=C2)NC2=NC(C(N2)=O)CC2=CC1=C(N=CS1)C=C2 2-(benzo[d]thiazol-6-ylamino)-5-(benzo[d]thiazol-6-ylmethyl)-3,5-dihydro-4H-imidazol-4-one